(E)-3-(3-Hydroxy-4-methoxyphenyl)-1-[2-hydroxy-6-methoxy-4-[(2S,4R,5S)-3,4,5-trihydroxy-6-[[(1R,3S,4S)-2,3,4-trihydroxy-5-methylcyclohexyl]oxymethyl]oxan-2-yl]oxyphenyl]prop-2-en-1-one OC=1C=C(C=CC1OC)/C=C/C(=O)C1=C(C=C(C=C1OC)O[C@@H]1OC([C@H]([C@H](C1O)O)O)CO[C@H]1C([C@H]([C@H](C(C1)C)O)O)O)O